(2S)-2-[(4R)-2-oxo-4-propyl-pyrrolidine-1-yl]butanamide O=C1N(C[C@@H](C1)CCC)[C@H](C(=O)N)CC